tert-butyl 6-[[3-fluoro-5-(trifluoromethyl)-2-pyridyl]methyl]-2-azaspiro[3.3]heptane-2-carboxylate FC=1C(=NC=C(C1)C(F)(F)F)CC1CC2(CN(C2)C(=O)OC(C)(C)C)C1